methyl((2-((4,4-difluorocyclohexyl)amino)-6-(3-(hydroxymethyl)-1H-pyrazol-1-yl)pyridin-4-yl)methyl)carbamate COC(NCC1=CC(=NC(=C1)N1N=C(C=C1)CO)NC1CCC(CC1)(F)F)=O